tert-butyl ((2S,3R)-4-(benzylamino)-3-hydroxy-1-phenylbutan-2-yl)carbamate C(C1=CC=CC=C1)NC[C@H]([C@H](CC1=CC=CC=C1)NC(OC(C)(C)C)=O)O